4-((1H-pyrazol-1-yl)methyl)-2,5-difluorobenzonitrile N1(N=CC=C1)CC1=CC(=C(C#N)C=C1F)F